O1COC2=C1C=CC(=C2)C2=CNC=1N=CC=3CN(CCC3C12)C(C)=O 1-(1-(benzo[d][1,3]dioxol-5-yl)-3,6,8,9-tetrahydro-7H-pyrrolo[2,3-c][2,7]naphthyridin-7-yl)ethan-1-one